6-(1-(2-fluoro-6-methylphenyl)piperidin-4-yl)-2-methyl-8-((3-(trifluoromethyl)pyrazin-2-yl)methyl)pyrido[2,3-d]pyrimidin-7(8H)-one FC1=C(C(=CC=C1)C)N1CCC(CC1)C1=CC2=C(N=C(N=C2)C)N(C1=O)CC1=NC=CN=C1C(F)(F)F